8-tert-Butyl 7-methyl (7R)-1,4-dioxa-8-azaspiro[4.5]decane-7,8-dicarboxylate O1CCOC12C[C@@H](N(CC2)C(=O)OC(C)(C)C)C(=O)OC